N1(CCC1)C(=O)N1[C@H]([C@H]([C@H](C1)F)NS(=O)(=O)CC)CC=1C(=C(C=CC1)C1=CC(=CC=C1)C)F N-{(2S,3R,4S)-1-(azetidine-1-carbonyl)-4-fluoro-2-[(2-fluoro-3'-methyl-[1,1'-biphenyl]-3-yl)methyl]pyrrolidin-3-yl}ethanesulfonamide